ClC=1C=CC(=C(C1)C=1C=CC=C2C=NC(=NC12)NC1=CC=C(C=C1)N1CCNCC1)F 8-(5-chloro-2-fluorophenyl)-N-(4-(piperazin-1-yl)phenyl)quinazolin-2-amine